CC=1N=CC(=NC1C)N[C@@H]1C[C@H](CC1)NC1=CC=C(C=N1)N1C(C=CC2=CC=CN=C12)=O 1-(6-(((1S,3S)-3-((5,6-Dimethylpyrazin-2-yl)amino)cyclopentyl)amino)pyridin-3-yl)-1,8-naphthyridin-2(1H)-one